C(C(=O)OC1CC(NC(C1)(C)C)(C)C)(=O)OC1CC(NC(C1)(C)C)(C)C bis(2,2,6,6-tetramethyl-4-piperidyl) oxalate